[(2R,3S,4R,5R)-5-[4-(cyclopentylamino)-2-(3-hydroxy-3-methyl-but-1-ynyl)pyrrolo[2,3-d]pyrimidin-7-yl]-3,4-dihydroxy-tetrahydro-furan-2-yl]methoxy-methylphosphonic acid C1(CCCC1)NC=1C2=C(N=C(N1)C#CC(C)(C)O)N(C=C2)[C@H]2[C@@H]([C@@H]([C@H](O2)COCP(O)(O)=O)O)O